6-bromo-3-hydroxy-3-(methoxymethyl)-8-methyl-1-oxo-1,3,4,5-tetrahydrobenzo[c][1,2,5]oxadiazepin-1-ium BrC1=CC(=CC=2[N+](OC(CNC21)(COC)O)=O)C